N1N=NN=C1C1CCN(CC1)C1=NOC(C1)C=1C=NC(=NC1)NC1CC2=CC=CC=C2C1 5-(3-(4-(1H-tetrazol-5-yl)piperidin-1-yl)-4,5-dihydroisoOxazol-5-yl)-N-(2,3-dihydro-1H-inden-2-yl)pyrimidin-2-amine